FC1(CCC(CC1)N1N=C(C=2C1=NC(=NC2)NC=2C(=CC=1N(C2)N=CN1)C)C)F 1-(4,4-difluorocyclohexyl)-3-methyl-N-(7-methyl-[1,2,4]triazolo[1,5-a]pyridin-6-yl)-1H-pyrazolo[3,4-d]pyrimidin-6-amine